N1C=NC(=C1)C=CC(=O)NCCC=1N=CNC1 3-(1H-imidazol-4-yl)-N-[2-(1H-imidazol-4-yl)ethyl]prop-2-enamide